CN(CCN1N=CC=C1)C 1-[2-(dimethylamino)ethyl]-1H-pyrazole